oxan-3-yl 3,4,5-trihydroxybenzoate OC=1C=C(C(=O)OC2COCCC2)C=C(C1O)O